3-bromo-5-fluoro-2-methoxy-4-methylaniline BrC=1C(=C(N)C=C(C1C)F)OC